3-methoxynaphthalen-1-ol COC=1C=C(C2=CC=CC=C2C1)O